C(C)(C)(C)N1N=C(C=C1NC=1C=CC2=C(CN(S2(=O)=O)CC2=CC=C(C=C2)OC)C1F)C1CC(CC1)OC=1C=NC=C(C1)C(=C)C 5-((1-(tert-butyl)-3-(3-((5-(prop-1-en-2-yl)pyridin-3-yl)oxy)cyclopentyl)-1H-pyrazol-5-yl)amino)-4-fluoro-2-(4-methoxybenzyl)-2,3-dihydrobenzo[d]isothiazole 1,1-dioxide